2-chloro-(2',5'-difluorophenyl)acetophenone ClC(C(=O)C1=CC=CC=C1)C1=C(C=CC(=C1)F)F